ClC1=NN2C(N=CC3=C2C(C(CN3C(=O)NC=3C=NC(=C(C3)Cl)N3N=CC=N3)O)(C)C)=C1 2-Chloro-N-(5-chloro-6-(2H-1,2,3-triazol-2-yl)pyridin-3-yl)-8-hydroxy-9,9-dimethyl-8,9-dihydropyrazolo[1,5-a]pyrido[2,3-e]pyrimidine-6(7H)-carboxamide